(4-(4-Fluorophenyl)-1-methyl-1H-imidazol-5-yl)-1H-indazole FC1=CC=C(C=C1)C=1N=CN(C1N1N=CC2=CC=CC=C12)C